4-(methyl(4-(5-(trifluoromethyl)-1,2,4-oxadiazol-3-yl)benzyl)amino)cyclobut-3-ene-1,2-dione CN(C1=CC(C1=O)=O)CC1=CC=C(C=C1)C1=NOC(=N1)C(F)(F)F